N-(3-imino-3-(methylamino)propyl)-1-methyl-4-(1-methyl-4-nitro-1H-pyrrole-2-carboxamido)-1H-pyrrole-2-carboxamide N=C(CCNC(=O)C=1N(C=C(C1)NC(=O)C=1N(C=C(C1)[N+](=O)[O-])C)C)NC